C(C)O[Si](C(CCCCCN(CC)CC)[SiH2]CNCCC[Si](OC)(OC)OC)(OCC)OCC 1-triethoxysilyl-6-(diethylamino)(trimethoxysilylpropylamino)methylsilylhexane